N-(2-(2-methyl-1,2,5,6-tetrahydropyridin-3-yl)thieno[2,3-b]pyridin-4-yl)benzo[d]-thiazol-5-amine CC1NCCC=C1C1=CC=2C(=NC=CC2NC=2C=CC3=C(N=CS3)C2)S1